C1(CC1)C=1NC(=NN1)C1CC2(CN(C2)C(=O)N2CC3(C2)C[C@@H](CC3)CC3=NC=C(N=C3)C(F)(F)F)C1 |r| [6-(5-cyclopropyl-4H-1,2,4-triazol-3-yl)-2-azaspiro[3.3]heptan-2-yl]-[rac-(6R)-6-[[5-(trifluoromethyl)pyrazin-2-yl]methyl]-2-azaspiro[3.4]octan-2-yl]methanone